trans-rac-4-(2,2-dichloro-3-(diethoxymethyl)cyclopropyl)-1-fluoro-2-(trifluoromethyl)benzene ClC1([C@H]([C@@H]1C(OCC)OCC)C1=CC(=C(C=C1)F)C(F)(F)F)Cl |r|